methyl (3-ethynylpiperidin-3-yl)carbamate C(#C)C1(CNCCC1)NC(OC)=O